hydroxy-4-(hydroxymethyl)piperidin ON1CCC(CC1)CO